(3-(2,2,2-trifluoroethyl)azetidin-1-yl)methanone FC(CC1CN(C1)C=O)(F)F